(1r,3r)-1-(2,6-difluoro-4-iodo-phenyl)-3-methyl-2,3,4,9-tetrahydro-1H-pyrido[3,4-b]indole FC1=C(C(=CC(=C1)I)F)[C@H]1N[C@@H](CC2=C1NC1=CC=CC=C21)C